[Pt].[Ti].[Ni] nickel titanium-platinum